2-ethoxy-5-(isopropylsulfonylamino)-N-(3-(thiazol-2-yl)benzyl)benzamide C(C)OC1=C(C(=O)NCC2=CC(=CC=C2)C=2SC=CN2)C=C(C=C1)NS(=O)(=O)C(C)C